2,4-dichloro-5-trifluoromethylquinazoline ClC1=NC2=CC=CC(=C2C(=N1)Cl)C(F)(F)F